6'-methyl-6-(4-n-propylbenzyl)-3',4',5',6'-tetrahydro-3H-spiro[isobenzofuran-1,2'-pyran]-3',4',5'-triol CC1C(C(C(C2(O1)OCC1=CC=C(C=C12)CC1=CC=C(C=C1)CCC)O)O)O